FC(C(=O)O)(F)F.N1CC(C1)OC1=CC(=C(C(=O)N2COC3=C(C2)C=CC=C3C3=CC(=C(C(=O)O)C=C3F)N3C2COCC3CC2)C(=C1)Cl)Cl 4-[3-[4-(Azetidin-3-yloxy)-2,6-dichlorobenzoyl]-2,4-dihydro-1,3-benzoxazin-8-yl]-5-fluoro-2-(3-oxa-8-azabicyclo[3.2.1]octan-8-yl)benzoic acid 2,2,2-trifluoroacetate